4-oxobut-2-ene O=CC=CC